(R)-2-hydroxy-N-(4-(5-(6-methyl-2-methylmorpholino)pyrimidin-4-yl)-1,3,4-oxadiazol-2-yl)-3-(6-azaspiro[2.5]octane-6-yl)phenylethane-1-sulfonamide OC1=C(C=CC=C1N1CCC2(CC2)CC1)[C@@H](C)S(=O)(=O)NC=1OCN(N1)C1=NC=NC=C1N1CC(OC(C1)C)C